BrC(C(F)(F)F)C1=CC(=C(C=C1)C=1N(C=C(N1)C(F)(F)F)C(C)C)F 2-(4-(1-bromo-2,2,2-trifluoroethyl)-2-fluorophenyl)-1-isopropyl-4-(trifluoromethyl)-1H-imidazole